4-[5-(azetidin-3-yloxy)pyrimidin-2-yl]-N-(3-chloro-5-methylsulfonylphenyl)-5-methylthiophene-2-carboxamide N1CC(C1)OC=1C=NC(=NC1)C=1C=C(SC1C)C(=O)NC1=CC(=CC(=C1)S(=O)(=O)C)Cl